di-isononyl-cyclohexane-1,2-dicarboxylate C(CCCCCC(C)C)OC(=O)C1C(CCCC1)C(=O)OCCCCCCC(C)C